(2-Bromo-6-methylpyridin-4-yl)-N-(cyclobutylmethyl)-methanamine BrC1=NC(=CC(=C1)CNCC1CCC1)C